N-(4-(hydrazinecarbonyl)benzyl)-2-(4-(3-hydroxypropyl)piperazin-1-yl)-N-phenylethanesulfonamide N(N)C(=O)C1=CC=C(CN(S(=O)(=O)CCN2CCN(CC2)CCCO)C2=CC=CC=C2)C=C1